COC1=C(C=C2CCCC2=C1)S(=O)(=O)NC1=NOC2=C1C(=CC(=C2)CN2N=CC(=C2)CNS(=O)(=O)C)OC 6-methoxy-N-(4-methoxy-6-((4-(methylsulfonamidomethyl)-1H-pyrazol-1-yl)methyl)benzo[d]isoxazol-3-yl)-2,3-dihydro-1H-indene-5-sulfonamide